CN(S(=O)(=O)NC(CC1N(C(CC1)=O)CC1=CC=C(C=C1)C)=O)C N-(dimethylsulfamoyl)-2-[1-[(4-methylphenyl)methyl]-5-oxopyrrolidin-2-yl]acetamide